(+/-)-trans-N-(8-Amino-6-chloro-2,7-naphthyridin-3-yl)-2-fluoro-cyclopropanecarboxamide NC=1N=C(C=C2C=C(N=CC12)NC(=O)[C@H]1[C@@H](C1)F)Cl |r|